trans-4-(3,4-Dihydroisoquinolin-2(1H)-yl)-1-(6-(oxetan-3-ylamino)pyrimidin-4-yl)piperidine C1N(CCC2=CC=CC=C12)C1CCN(CC1)C1=NC=NC(=C1)NC1COC1